3-(pyridin-3-yl)benzoic acid N1=CC(=CC=C1)C=1C=C(C(=O)O)C=CC1